2-(diphenylmethyl)-1,3-dimethoxypropane C1(=CC=CC=C1)C(C(COC)COC)C1=CC=CC=C1